BrC=1C=CC2=C(C=3N=C(N=C(C3O2)C2=CC=CC=C2)C2=CC=CC=C2)C1 8-bromo-2,4-diphenylbenzo[4,5]furo[3,2-d]pyrimidine